C(CCCCCCCCC)(=O)OCCCCCCCN(CCCCCCCOC(CCCCCCCCC)=O)CCO ((2-hydroxyethyl)azanediyl)bis(heptane-7,1-diyl) bis(decanoate)